2-(Dimethylamino)propan-1-ol CN(C(CO)C)C